NC1=NC(=C(C=C1C=1C=C2CCNC(C2=CC1)=O)C1=CC=C(C=C1)OC1CCN(CC1)C(C)C)F 6-(2-amino-6-fluoro-5-(4-((1-isopropylpiperidin-4-yl)oxy)phenyl)pyridin-3-yl)-3,4-dihydroisoquinolin-1(2H)-one